C(=O)(O)C1=C(C=C(C=C1)C(=O)ON1C(CCC1=O)=O)C=1C=2C=C3C(=CC(NC3=CC2OC2=CC3=[NH+]C(C=C(C3=CC12)CS(=O)(=O)[O-])(C)C)(C)C)CS(=O)(=O)O 6-(2-carboxy-5-{[(2,5-dioxopyrrolidin-1-yl)oxy]carbonyl}phenyl)-2,2,10,10-tetramethyl-4-(sulfomethyl)-8-(sulfonatomethyl)-2,10-dihydro-1H-13-oxa-1,11-diazapentacen-11-ium